2-chloro-3-hydroxypropane sodium [Na].ClC(C)CO